C-[1-((1H-tetrazol-5-yl)methyl)cycloheptyl]methylamine N1N=NN=C1CC1(CCCCCC1)CN